NCC(C1=CC(=CC(=C1)F)Cl)NC(=O)C=1N=CN(C1)C1=NC(=NC=C1C)NC1=CC2=C(OCO2)C=C1 N-(2-amino-1-(3-chloro-5-fluorophenyl)ethyl)-1-(2-(benzo[d][1,3]dioxol-5-ylamino)-5-methylpyrimidin-4-yl)-1H-imidazole-4-carboxamide